benzonitrile, formic acid salt C(=O)O.C(C1=CC=CC=C1)#N